Butyl-3-(2,5-dimethoxy-4-methylphenyl)azetidine-1-carboxylate C(CCC)OC(=O)N1CC(C1)C1=C(C=C(C(=C1)OC)C)OC